O1C(OCC1)C1CN(CC1)C1=CC=C2C(=CN(C2=C1)C)C1C(NC(CC1)=O)=O 3-(6-(3-(1,3-dioxolan-2-yl)pyrrolidin-1-yl)-1-methyl-1H-indol-3-yl)piperidine-2,6-dione